ethyl (2R,3S)-2-(4-((tert-butoxycarbonyl)amino)phenyl)piperidine-3-carboxylate C(C)(C)(C)OC(=O)NC1=CC=C(C=C1)[C@@H]1NCCC[C@@H]1C(=O)OCC